(S)-2-(3-(2-(azetidin-1-yl)ethyl)-6-oxo-4-cyclopropylpyridazine-1(6H)-yl)-4-methylpentanamide N1(CCC1)CCC1=NN(C(C=C1C1CC1)=O)[C@H](C(=O)N)CC(C)C